ClCC(=O)N(CC(=O)NC1=C(C=CC(=C1)Cl)N1N=NC(=C1)Cl)C(C(=O)OC(C)(C)C)CC1=C(C=CC=C1)F tert-butyl 2-(2-chloro-N-(2-((5-chloro-2-(4-chloro-1H-1,2,3-triazol-1-yl)phenyl)amino)-2-oxoethyl)acetamido)-3-(2-fluorophenyl)propanoate